1-((S)-2-(4-(1H-1,2,3-triazol-1-yl)benzamido)-5-((1R,2S)-2-(4-fluorophenyl)cyclopropylamino)pentanoyl)-4-fluoropiperidine-4-carboxamide N1(N=NC=C1)C1=CC=C(C(=O)N[C@H](C(=O)N2CCC(CC2)(C(=O)N)F)CCCN[C@H]2[C@@H](C2)C2=CC=C(C=C2)F)C=C1